trans-N-(8-amino-6-(4-methylpyridin-3-yl)isoquinolin-3-yl)-2-(hydroxymethyl)cyclopropane-1-carboxamide NC=1C=C(C=C2C=C(N=CC12)NC(=O)[C@H]1[C@@H](C1)CO)C=1C=NC=CC1C